3-amino-6-(2,3-dichlorophenyl)-5-methoxypyrazine-2-carboxylic acid ethyl ester C(C)OC(=O)C1=NC(=C(N=C1N)OC)C1=C(C(=CC=C1)Cl)Cl